(S)-3-(1H-imidazol-4-yl)-2-methyl-2-(methylamino)propanoic acid N1C=NC(=C1)C[C@@](C(=O)O)(NC)C